C1(=CC=CC=C1)C1NC2=CC=C(C=C2CC1)O 2-phenyl-1,2,3,4-tetrahydroquinolin-6-ol